1-((4-((3-fluorobenzyl)oxy)benzyl)amino)-1-oxopentan FC=1C=C(COC2=CC=C(CNC(CCCC)=O)C=C2)C=CC1